N-[6-cyclopropyl-1-oxo-2-(4-piperidyl)isoindolin-5-yl]pyrazolo[1,5-a]pyrimidine-3-carboxamide C1(CC1)C1=C(C=C2CN(C(C2=C1)=O)C1CCNCC1)NC(=O)C=1C=NN2C1N=CC=C2